C(#N)C1=NC2=CC(=CC(=C2N=C1N1CC(OC(C1)C)C1CC1)[C@@H](C)NC1=C(C(=O)O)C=CC=C1)C 2-(((1R)-1-(2-cyano-3-(2-cyclopropyl-6-methylmorpholino)-7-methylquinoxalin-5-yl)ethyl)amino)benzoic acid